FC(OC1=CC=C(C=C1)\C=C\C=C)(F)F trans-1-(4-trifluoromethoxyphenyl)-1,3-butadiene